6-(1-buten-4-yloxy)carbonylamino-3-(isopropyl)amino-1,2,3,4-tetrahydro-9H-carbazole maleate C(\C=C/C(=O)O)(=O)O.C=CCCOC(=O)NC=1C=C2C=3CC(CCC3NC2=CC1)NC(C)C